3-[(2-fluoro-3-hydroxy-phenyl)methyl]-7-[(3-fluoro-2-pyridinyl)oxy]-4-methyl-chromen-2-one FC1=C(C=CC=C1O)CC=1C(OC2=CC(=CC=C2C1C)OC1=NC=CC=C1F)=O